Methyl (2R)-1-[(4-cyclopropyl-2-fluoro-phenyl)-[2-[(4,4-difluorocyclohexyl)amino]-2-oxo-1-[4-(trifluoromethyl)-3-pyridyl]ethyl]carbamoyl]pyrrolidine-2-carboxylate C1(CC1)C1=CC(=C(C=C1)N(C(=O)N1[C@H](CCC1)C(=O)OC)C(C(=O)NC1CCC(CC1)(F)F)C=1C=NC=CC1C(F)(F)F)F